FC=1C(=NC(=NC1)N[C@H]1C[C@H](CCC1)C(=O)OC)C1=CC(=CC=C1)C1(COC1)O cis-methyl 3-((5-fluoro-4-(3-(3-hydroxyoxetan-3-yl)phenyl)pyrimidin-2-yl)amino)cyclohexane-1-carboxylate